N-(2-methoxy-5-(4-(trifluoromethyl)phenoxy)phenyl)-5-oxo-pyrrolidine-2-carboxamide COC1=C(C=C(C=C1)OC1=CC=C(C=C1)C(F)(F)F)NC(=O)C1NC(CC1)=O